COC1=CSC=C1 3-methoxythiophene